C(C)C1=C(N)C(=CC=C1Cl)CC 2,6-diethyl-3-chloroaniline